C(#N)C(C)P(OCC)(OCC)=O diethyl (1-cyanoethyl)phosphonate